ICC1OC2=C(C1)C=C(C(=C2)C)S(=O)(=O)N(C)C 2-(iodomethyl)-N,N,6-trimethyl-2,3-dihydrobenzofuran-5-sulfonamide